N-(2-fluorocyclopropyl)acrylamide methyl-2-(3-(aminomethyl)phenyl)acetate hydrochloride Cl.COC(CC1=CC(=CC=C1)CN)=O.FC1C(C1)NC(C=C)=O